BrC1=CC=C(C=2CCC12)C#N 5-Bromobicyclo[4.2.0]octa-1(6),2,4-triene-2-carbonitrile